FC=1C=C2CN(C(C2=CC1)=O)C=1C=NC(=CC1)N[C@@H]1C[C@H](CC1)NC1=NN2C(C=C(C=C2)C(F)(F)F)=N1 5-Fluoro-2-(6-(((1S,3S)-3-((7-(trifluoromethyl)-[1,2,4]triazolo[1,5-a]pyridin-2-yl)amino)cyclopentyl)amino)pyridin-3-yl)isoindolin-1-one